6-benzyl-1-(3,8-diazabicyclo[3.2.1]octan-3-yl)-3-((1-(morpholinomethyl)cyclopropyl)methoxy)-5,6,7,8-tetrahydro-2,6-naphthyridine-4-carbonitrile C(C1=CC=CC=C1)N1CC=2C(=C(N=C(C2CC1)N1CC2CCC(C1)N2)OCC2(CC2)CN2CCOCC2)C#N